ClC=1C2=C(N=CN1)N(C=C2)[C@@H]2S[C@H]([C@H]1OC(O[C@H]12)(C)C)C=C 4-Chloro-7-((3aR,4R,6S,6aS)-2,2-dimethyl-6-vinyltetrahydrothieno[3,4-d][1,3]dioxol-4-yl)-7H-pyrrolo[2,3-d]pyrimidine